FC1=CC=C(C=C1)C=1NC(=CN1)C=1C=C(C=CC1)NC(C1=CC=CC=C1)=O N-{3-[2-(4-fluorophenyl)-1H-imidazol-5-yl]phenyl}benzamide